C1CC12CN(CC2)CC2=CC(=C1CN(C(C1=C2)=O)C2=NC(=CC(=C2)C=2C=C(C#N)C=CC2C2=NN=CN2C)NCC(CC#N)O)C(F)(F)F 3-[2-(6-{5-azaspiro[2.4]heptan-5-ylmethyl}-1-oxo-4-(trifluoromethyl)-3H-isoindol-2-yl)-6-[(3-cyano-2-hydroxypropyl)amino]pyridin-4-yl]-4-(4-methyl-1,2,4-triazol-3-yl)benzonitrile